(2S,6R)-4-(6-bromopyridin-2-yl)-1,2,6-trimethylpiperazine BrC1=CC=CC(=N1)N1C[C@@H](N([C@@H](C1)C)C)C